Methyl-5-fluoro-2-(1-(pyrazolo[1,5-a]pyrimidine-3-carboxamido)ethyl)benzofuran-7-carboxylate COC(=O)C1=CC(=CC=2C=C(OC21)C(C)NC(=O)C=2C=NN1C2N=CC=C1)F